rac-N-[(4-cyclohexyl-2,5-dioxoimidazolidin-4-yl)methyl]-2-phenyl-2H-1,2,3-triazole-4-carboxamide C1(CCCCC1)[C@@]1(NC(NC1=O)=O)CNC(=O)C1=NN(N=C1)C1=CC=CC=C1 |r|